C(C)(C)(C)OC(=O)N(CC(=O)OCC)C1CC2(C1)CC(C2)(F)F ethyl N-(tert-butoxycarbonyl)-N-(6,6-difluorospiro[3.3]heptan-2-yl)glycinate